FC1=C(C=C(C=C1)N1C(=C(C2=CC(=CC=C12)O)C(C(=O)O)C)C(C)C)C 2-(1-(4-fluoro-3-methylphenyl)-5-hydroxy-2-isopropyl-1H-indol-3-yl)propionic acid